3-Chloropropionic acid sodium salt [Na+].ClCCC(=O)[O-]